CC(CN1CCNCC1)N α-methyl-1-piperazinethanamine